1-(4-(butylthio)-3,5-dimethoxyphenyl)propan-2-amine C(CCC)SC1=C(C=C(C=C1OC)CC(C)N)OC